5-(3,5-dimethyl-1H-pyrazol-1-yl)pentanamide CC1=NN(C(=C1)C)CCCCC(=O)N